2-(2-bromo-5-ethyl-7-oxo-6-(piperazin-1-yl)-[1,2,4]triazolo[1,5-a]pyrimidin-4(7H)-yl)-N-(2-chloro-4-(trifluoromethyl)phenyl)acetamide hydrochloride Cl.BrC1=NN2C(N(C(=C(C2=O)N2CCNCC2)CC)CC(=O)NC2=C(C=C(C=C2)C(F)(F)F)Cl)=N1